C1(CCCCC1)C(COCC)(COC)CC[Si](C1=CC=CC=C1)(C1=CC=CC=C1)C 2-cyclohexyl-2-(2-methyldiphenylsilylethyl)-1-ethoxy-3-methoxypropane